2-(2-(3,5-diisopropyl-1H-pyrazol-1-yl)-6-methylpyridin-4-yl)-9-(pyridin-2-yl)-9H-carbazole C(C)(C)C1=NN(C(=C1)C(C)C)C1=NC(=CC(=C1)C1=CC=2N(C3=CC=CC=C3C2C=C1)C1=NC=CC=C1)C